C(C1=CC=CC=C1)OC=1C=CC(=C(COC(C(=O)O)(C)C2=CC=CC=C2)C1)Br 2-((5-(benzyloxy)-2-bromobenzyl)oxy)-2-phenylpropanoic acid